OC(=O)C(F)(F)F.OC1=CC=C(C=C1)CCN(CCN1C2CC(CC1CC2)C=2C=C(C(=O)N)C=CC2)C(CS(=O)(=O)C)=O 3-endo-(8-{2-[[2-(4-hydroxyphenyl)ethyl]-(2-methanesulfonyl-acetyl)amino]ethyl}-8-azabicyclo[3.2.1]oct-3-yl)-benzamide TFA salt